2-(2-(difluoromethoxy)-7-methylquinoxalin-5-yl)-5-phenyl-1,3,4-thiadiazole FC(OC1=NC2=CC(=CC(=C2N=C1)C=1SC(=NN1)C1=CC=CC=C1)C)F